N-(4-fluorophenyl)-N-methyl-4-(trifluoromethyl)pyridine-2-carboxamide FC1=CC=C(C=C1)N(C(=O)C1=NC=CC(=C1)C(F)(F)F)C